4-((4-(4H-1,2,4-triazole-3-yl)piperidine-1-yl)sulfonyl)-N-(4-propylphenyl)aniline N=1N=C(NC1)C1CCN(CC1)S(=O)(=O)C1=CC=C(NC2=CC=C(C=C2)CCC)C=C1